Cl.CC1=CNC=2N=CN=C(C21)N2CCSC(=C2)C(=O)N2CC1(CCCCN1)CCC2 (4-(5-methyl-7H-pyrrolo[2,3-d]pyrimidin-4-yl)-3,4-dihydro-2H-1,4-thiazin-6-yl)(1,8-diazaspiro[5.5]undecan-8-yl)methanone hydrochloride